tert-butyl 4-{[1-(4-{(2S)-1-[2-(benzyloxy)-3-fluorophenyl]-3,3-diethyl-4-oxoazetidin-2-yl}-2-fluoro-5-methoxyphenyl)piperidin-4-yl]methyl}piperazine-1-carboxylate C(C1=CC=CC=C1)OC1=C(C=CC=C1F)N1[C@H](C(C1=O)(CC)CC)C1=CC(=C(C=C1OC)N1CCC(CC1)CN1CCN(CC1)C(=O)OC(C)(C)C)F